FC=1C=C(CNC2CCC(CC2)CS(=O)(=O)N2[C@H]3CC(C[C@@H]2CC3)NC(=O)C3=NOC(=C3)C3COC3)C=CC1F N-((1R,3R,5S)-8-((((1r,4R)-4-((3,4-difluorobenzyl)amino)cyclohexyl)methyl)sulfonyl)-8-azabicyclo[3.2.1]octan-3-yl)-5-(oxetan-3-yl)isoxazole-3-carboxamide